C(C)(C)[C@@H]1NC(OC1)=O (1S,2R)-(+)-(S)-(-)-4-isopropyl-2-oxazolidinone